Diethyl {[(1,1,2,3,3-pentafluoroprop-2-en-1-yl)oxy]methyl}phosphonate FC(C(=C(F)F)F)(F)OCP(OCC)(OCC)=O